Spiro[2.3]hexane-5-amine hydrochloride Cl.C1CC12CC(C2)N